tert-butyl 3-(4-(1-(2,6-dioxopiperidin-3-yl)-3-methyl-2-oxo-2,3-dihydro-1H-benzo[d]imidazol-5-yl)piperidin-1-yl)propanoate O=C1NC(CCC1N1C(N(C2=C1C=CC(=C2)C2CCN(CC2)CCC(=O)OC(C)(C)C)C)=O)=O